5-(N-(2-(cyclohex-1-en-1-yl)ethyl)sulfamoyl)-3-methylbenzofuran-2-carboxylic acid ethyl ester C(C)OC(=O)C=1OC2=C(C1C)C=C(C=C2)S(NCCC2=CCCCC2)(=O)=O